ClC=1C=C(C=CC1)CC(=O)N1C[C@@H](CC[C@@H]1C)C(=O)OC methyl (3R,6S)-1-(2-(3-chlorophenyl) acetyl)-6-methylpiperidine-3-carboxylate